bis(3-methyl-6-isocyanatophenyl) disulfide CC=1C=C(C(=CC1)N=C=O)SSC1=CC(=CC=C1N=C=O)C